BrC=1C(=NC(=C(C1)F)Cl)N\C=N\O (E)-N-(3-bromo-6-chloro-5-fluoropyridin-2-yl)-N'-hydroxyformamidine